tert-butyl (S)-2-methyl-4-(1-((7-methyl-[1,2,4]triazolo[1,5-a]pyridin-6-yl)carbamoyl)-2,3-dihydro-1H-pyrrolo[2,3-b]pyridin-4-yl)piperazine-1-carboxylate C[C@@H]1N(CCN(C1)C1=C2C(=NC=C1)N(CC2)C(NC=2C(=CC=1N(C2)N=CN1)C)=O)C(=O)OC(C)(C)C